3-{[5-(3-benzoyl-2,4-dioxo-pyrimidin-1-yl)-2-(2-diethoxyphosphorylethynyl)-4-methoxy-tetrahydrofuran-3-yl]oxy-(diisopropylamino)phosphanyl}oxypropanenitrile C(C1=CC=CC=C1)(=O)N1C(N(C=CC1=O)C1C(C(C(O1)C#CP(=O)(OCC)OCC)OP(OCCC#N)N(C(C)C)C(C)C)OC)=O